NC=1N=CC=C2C=CC(=NC12)C=1C=C(C=CC1)C#C[C@@]1(CCN2C1=NC=C2)O (R)-7-[2-[3-(8-amino-1,7-naphthyridin-2-yl)phenyl]ethynyl]-5,6-dihydropyrrolo[1,2-a]imidazol-7-ol